FC=C1CCN(CC1)CC1(CC1)CO (1-{[4-(fluoromethylidene)piperidin-1-yl]methyl}cyclopropyl)methanol